methyl(3-[methyl-[3-(methylamino)propyl]amino]propyl)amine CNCCCN(CCCNC)C